[2-chloro-4-(phenylcarbamothioylamino)phenyl]boronic acid ClC1=C(C=CC(=C1)NC(NC1=CC=CC=C1)=S)B(O)O